1-ethyl-6,8-difluoro-7-(3-methyl-4-acetylpiperazin-1-yl)-3-(4-methylcinnamoyl)-quinolin-4(1H)-one C(C)N1C=C(C(C2=CC(=C(C(=C12)F)N1CC(N(CC1)C(C)=O)C)F)=O)C(C=CC1=CC=C(C=C1)C)=O